(E)-3-[4-[4-[(1S,2R,3R,4S)-2,3-Bis(2,4-dihydroxybenzoyl)-4-(4-hydroxyphenyl)cyclobutyl]-2-hydroxyphenoxy]phenyl]-1-(2,4-dihydroxyphenyl)prop-2-en-1-one OC1=C(C(=O)[C@@H]2[C@H]([C@@H]([C@H]2C(C2=C(C=C(C=C2)O)O)=O)C2=CC=C(C=C2)O)C2=CC(=C(OC3=CC=C(C=C3)/C=C/C(=O)C3=C(C=C(C=C3)O)O)C=C2)O)C=CC(=C1)O